C1(=CC=CC=C1)C#CC1N(CCCC1)C=O [2-(phenylethynyl)piperidin-1-yl]methanone